butyl 1-methyl-2-[2-nitro-4-(trifluoromethyl)phenyl]hydrazine-1-carboxylate CN(NC1=C(C=C(C=C1)C(F)(F)F)[N+](=O)[O-])C(=O)OCCCC